3,6-difluoro-2-[4-oxo-3-[(3R)-8-(2,2,2-trifluoroacetyl)-1,8-diazaspiro[4.5]decan-3-yl]quinazolin-6-yl]oxy-benzonitrile FC=1C(=C(C#N)C(=CC1)F)OC=1C=C2C(N(C=NC2=CC1)[C@H]1CNC2(C1)CCN(CC2)C(C(F)(F)F)=O)=O